ethane-1,1,2-triamine C(CN)(N)N